C1(CCC1)CN1N=CC=C1 1-(cyclobutylmethyl)-1H-pyrazole